{6-[({[(1-methyl-1H-tetrazol-5-yl) (phenyl) methylene] amino} oxy) methyl] pyridin-2-yl} carbamate C(N)(OC1=NC(=CC=C1)CON=C(C1=CC=CC=C1)C1=NN=NN1C)=O